FC1=C(C(=CC=C1)C)C1=CC(=C2C=C(N=CC2=C1)N)OC1CCN(CC1)C 7-(2-fluoro-6-methyl-phenyl)-5-[(1-methyl-4-piperidyl)oxy]isoquinolin-3-amine